ClC1=CC=C(CN2C(=NC(C=3NC=NC23)=O)S)C=C1 3-(4-chlorobenzyl)-2-mercapto-3,7-dihydro-6h-purin-6-one